trans-6-chloro-4-((4-(cyclopropyl(4-fluoro-2-hydroxyphenyl)amino)cyclohexyl)(methyl)amino)-1-methyl-2-oxo-1,2-dihydro-1,5-naphthyridine-3-carbonitrile ClC=1N=C2C(=C(C(N(C2=CC1)C)=O)C#N)N(C)[C@@H]1CC[C@H](CC1)N(C1=C(C=C(C=C1)F)O)C1CC1